(3-trifluoroethoxy-2-((trifluoroethoxy) methyl) propyl) dichlorophosphite P(OCC(COCC(F)(F)F)COCC(F)(F)F)(Cl)Cl